BrC1=CC(=CC2=C1NC(=NS2(=O)=O)Cl)C 5-bromo-3-chloro-7-methyl-4H-benzo[e][1,2,4]thiadiazine 1,1-dioxide